2,5-dimethoxytrifluoromethylamphetamine COC1=C(CC(NC(F)(F)F)C)C=C(C=C1)OC